(2-amino-phenyl)dimethyl-phosphine oxide NC1=C(C=CC=C1)P(C)(C)=O